NC[C@@H]1OC(N2[C@@H]1COC1=C2C=CC(=C1)S(=O)(=O)N1CCN(CC1)C1=NC(=CC(=C1)C(C1=CC(=NC=C1)C)(F)F)Cl)=O trans-3-(aminomethyl)-7-[4-[6-chloro-4-[difluoro-(2-methyl-4-pyridyl)methyl]-2-pyridyl]piperazin-1-yl]sulfonyl-3a,4-dihydro-3H-oxazolo[4,3-c][1,4]benzoxazin-1-one